4-{2-[4-(6-bromoquinolin-2-yl)phenoxy]ethyl}-1,3,3-trimethylpiperazin-2-one BrC=1C=C2C=CC(=NC2=CC1)C1=CC=C(OCCN2C(C(N(CC2)C)=O)(C)C)C=C1